C(C)OC(C[C@@H]1CN(CCC1)C([C@@H](C)OC1=CC=C2C(=CC(OC2=C1)=O)C=1SC=CC1C)=O)=O.CN(C([C@@H](C)OC1=CC=C2C(=CC(OC2=C1)=O)C=1SC=CC1C)=O)C (2R)-N,N-dimethyl-2-[4-(3-methyl-2-thienyl)-2-oxo-chromen-7-yl]oxy-propanamide ethyl-2-[(3R)-1-[(2R)-2-[4-(3-methyl-2-thienyl)-2-oxo-chromen-7-yl]oxypropanoyl]-3-piperidyl]acetate